OC[C@@H]1CC[C@H](CO1)NC1=C2C(=NC=C1OC)NC=C2C(=O)C2=CC=C(C=C2)OC2=CC=CC=C2 (4-(((3R,6S)-6-(hydroxymethyl)tetrahydro-2H-pyran-3-yl)amino)-5-methoxy-1H-pyrrolo[2,3-b]pyridin-3-yl)(4-phenoxyphenyl)methanone